COC1=C(C=C(C=C1)C=1C=NN(C1)C)[C@@H](C)NC(C1=C(C=CC(=C1)N1CCN(CC1)C)C)=O N-[(1R)-1-[2-methoxy-5-(1-methylpyrazol-4-yl)phenyl]ethyl]-2-methyl-5-(4-methylpiperazin-1-yl)benzamide